5-(5-(trifluoromethyl)-1,2,4-oxadiazol-3-yl)picolinamide FC(C1=NC(=NO1)C=1C=CC(=NC1)C(=O)N)(F)F